FC=1C=C(C=C(C1)F)S(=O)(=O)NC=1C=C2C(=NNC2=CC1)C=CC1=NC=CC=C1 3,5-difluoro-N-(3-(2-(pyridin-2-yl)vinyl)-1H-indazol-5-yl)benzenesulfonamide